N,N'-Bis(4-fluorophenyl)benzidine FC1=CC=C(C=C1)NC1=CC=C(C=C1)C1=CC=C(NC2=CC=C(C=C2)F)C=C1